C(C)(C)N1C(=NC(=C1)C(F)(F)F)C1=C(C=C(CNC(OC(C)(C)C)=O)C=C1)C tert-butyl (4-(1-isopropyl-4-(trifluoromethyl)-1H-imidazol-2-yl)-3-methylbenzyl)carbamate